2-bromo-1-(4,4-difluorocyclohexyl)ethane-1-one BrCC(=O)C1CCC(CC1)(F)F